(3R,5S)-N-(cyclobutylmethyl)-5-fluoro-1-(6-((4-(5-methoxypyridin-3-yl)-1H-1,2,3-triazol-1-yl)methyl)pyridazin-3-yl)piperidin-3-amine C1(CCC1)CN[C@H]1CN(C[C@H](C1)F)C=1N=NC(=CC1)CN1N=NC(=C1)C=1C=NC=C(C1)OC